(R)-4-Cyano-4-methyl-N-((2-(6-methyl-5-oxo-3,4,5,6-tetrahydro-2,6-naphthyridin-2(1H)-yl)-1,6-naphthyridin-7-yl)methyl)isochromane-6-carboxamide C(#N)[C@@]1(COCC2=CC=C(C=C12)C(=O)NCC1=NC=C2C=CC(=NC2=C1)N1CC=2C=CN(C(C2CC1)=O)C)C